O1C=CC2=C1C=CC(=C2)NS(=O)(=O)C2=C(C=CC=C2)NCC(=O)NC2=C(C=CC(=C2)Cl)OC 2-({2-[(1-BENZOFURAN-5-YL)SULFAMOYL]PHENYL}AMINO)-N-(5-CHLORO-2-METHOXYPHENYL)ACETAMIDE